3-methyl-4-(4-(pyrrolidin-3-yl)phenoxy)-1H-pyrrolo[2,3-b]pyridine CC1=CNC2=NC=CC(=C21)OC2=CC=C(C=C2)C2CNCC2